(R)-5-(1H-pyrazol-1-yl)-2-(6-(pyrrolidin-3-ylmethoxy)pyridazin-3-yl)phenol N1(N=CC=C1)C=1C=CC(=C(C1)O)C=1N=NC(=CC1)OC[C@H]1CNCC1